((((9H-fluoren-9-yl)methoxy)carbonyl)amino)-3-(allyloxy)-2-methylpropanoic acid C1=CC=CC=2C3=CC=CC=C3C(C12)COC(=O)NC(C(=O)O)(COCC=C)C